[3-(2-Oxo-oxazolidine-3-sulfonylamino)-oxetan-3-ylmethyl]-carbamic acid tert-butyl ester C(C)(C)(C)OC(NCC1(COC1)NS(=O)(=O)N1C(OCC1)=O)=O